5-trimethylhexanoyl-phenol CC(CCCCC(=O)C=1C=CC=C(C1)O)(C)C